C1(CC1)C1=C(C(=NO1)C1=C(C=NC=C1Cl)Cl)C1=CC2(C1)CCN(CC2)C=2SC=1C(N2)=C(C=C(C1)OC)C(=O)O 2-(2-(5-cyclopropyl-3-(3,5-dichloropyridin-4-yl)isoxazol-4-yl)-7-azaspiro[3.5]non-1-en-7-yl)-6-methoxybenzo[d]thiazole-4-carboxylic acid